2-Chloro-2,2-difluoroacetic acid, sodium salt [Na+].ClC(C(=O)[O-])(F)F